5-tert-butoxycarbonyl-1-(2-trimethylsilylethoxymethyl)-6,7-dihydro-4H-pyrazolo[4,3-c]pyridine-3-carboxylic acid C(C)(C)(C)OC(=O)N1CC2=C(CC1)N(N=C2C(=O)O)COCC[Si](C)(C)C